C(CCC)C1(CSC2=C(NC1=O)C=CC(=C2)OC)CC 3-butyl-3-ethyl-8-methoxy-2,3-dihydro-1,5-benzothiazepine-4(5H)-one